CC=1C(=C(C2=CC=CC=C2C1)C1=CC=CC=C1)C1=CC=CC=C1 3-methyl-1,2-diphenylnaphthalene